C(C)(C)[Si](COC)(COC)C(C)(C)C isopropyl-t-butyl-bis(methoxymethyl)silane